C(C(C)(C)C)(O)(O)O neo-pentanetriol